4-((1R,5S)-3,8-diazabicyclo[3.2.1]octan-3-yl)-6-chloro-8-fluoro-7-(2-fluoro-6-methoxyphenyl)-2-((1-methylpiperidin-4-yl)oxy)quinazoline [C@H]12CN(C[C@H](CC1)N2)C2=NC(=NC1=C(C(=C(C=C21)Cl)C2=C(C=CC=C2OC)F)F)OC2CCN(CC2)C